CC(CN1C[C@@]2(CCS(C2)(=O)=O)CC1)(C)OC1=CC=C(C=C1)C(F)(F)F (S)-7-(2-methyl-2-(4-(trifluoromethyl)phenoxy)propyl)-2-thia-7-azaspiro[4.4]nonane 2,2-dioxide